[Si](C)(C)(C(C)(C)C)OCC[C@H](C(O)C1=CC=CC=C1)O (11R,2R)-4-(tert-butyldimethylsilyloxy)-1-phenylbutane-1,2-diol